[N+](=O)([O-])C=1C=CC=2N(C1)C=CN2 6-nitroimidazo[1,2-a]pyridine